BrC1=CC(=NC=C1)NC1=NC(=CC=C1)C 4-bromo-N-(6-methylpyridin-2-yl)pyridin-2-amine